C=C[C@@H]1[C@@H]2CCOC(=O)C2=CO[C@H]1O[C@H]3[C@@H]([C@H]([C@@H]([C@H](O3)CO)O)O)OC(=O)C4=C(C=C(C=C4O)O)C5=CC(=CC=C5)O The molecule is a secoiridoid glycoside that consists of (4aS,5R,6R)-5-ethenyl-6-hydroxy-4,4a,5,6-tetrahydro-1H,3H-pyrano[3,4-c]pyran-1-one having a 2-O-[(3,3',5-trihydroxybiphenyl-2-yl)carbonyl]-beta-D-glucopyranosyl group attached at position 6 via a glycosidic linkage. It has a role as an EC 5.99.1.2 (DNA topoisomerase) inhibitor and a metabolite. It is a secoiridoid glycoside and a monosaccharide derivative.